bicyclo(3.2.1)octane-2-one C12C(CCC(CC1)C2)=O